BrC=1C(=NC(=NC1)NC1=CC(=C(C=C1)N1CCC(CC1)N1CCN(CC1)C)C)NC1=C(C=CC(=C1)F)C(C)(C)O 2-(2-((5-Bromo-2-((3-methyl-4-(4-(4-methylpiperazin-1-yl)piperidin-1-yl)phenyl)amino)pyrimidine-4-yl)amino)-4-fluorophenyl)propan-2-ol